COC(=O)C=1N=C(SC1CCCOC1=C(C=C(C=C1)I)F)NCCCC1=C(N=NC(=C1C)Cl)Cl [3-(3,6-dichloro-5-methyl-pyridazin-4-yl)propylamino]-5-[3-(2-fluoro-4-iodo-phenoxy)propyl]thiazole-4-carboxylic acid methyl ester